CC(C#CO)C 3-methyl-butyn-1-ol